4-(2-cyano-7-((5-cyclopropyl-7-methyl-1H-indol-4-yl)methyl)-7-azaspiro[3.5]nonan-6-yl)-N-((6-oxo-1,6-dihydropyridin-3-yl)methyl)benzamide C(#N)C1CC2(C1)CC(N(CC2)CC2=C1C=CNC1=C(C=C2C2CC2)C)C2=CC=C(C(=O)NCC1=CNC(C=C1)=O)C=C2